(S)-1-(5-((5-chloro-4-methylpyridin-3-yl)thio)pyrazin-2-yl)-4'H,6'H-spiro[piperidine-4,5'-pyrrolo[1,2-b]pyrazol]-4'-amine ClC=1C(=C(C=NC1)SC=1N=CC(=NC1)N1CCC2([C@@H](C=3N(N=CC3)C2)N)CC1)C